C1=CC=CC=2C3=CC=CC=C3C(C12)COC(=O)N[C@H](C(=O)O)CC1=CN(C2=CC(=C(C=C12)OC)OC)C(=O)OC(C)(C)C (S)-2-((((9H-fluoren-9-yl)methoxy)carbonyl)amino)-3-(1-(tert-butoxycarbonyl)-5,6-dimethoxy-1H-indol-3-yl)propanoic acid